1-(2,4-dichlorophenyl)-5-(ethoxycarbonyl)-5-methyl-2-pyrazoline-3-carboxylic acid ClC1=C(C=CC(=C1)Cl)N1N=C(CC1(C)C(=O)OCC)C(=O)O